N1=NC(=CC2=C1C1=C(CCC2)C=CC=C1)N1N=C(N=C1NC1=CC=C2CCNCC2=C1)N 1-(6,7-dihydro-5H-benzo[6,7]cyclohepta[1,2-c]pyridazin-3-yl)-N5-(1,2,3,4-tetrahydroisoquinolin-7-yl)-1H-1,2,4-triazole-3,5-diamine